BrC=1C(=C(C=CC1)C1=CC(=C(C=C1)N1C(CCC1)=O)Cl)O 1-(3'-bromo-3-chloro-2'-hydroxy-[1,1'-biphenyl]-4-yl)pyrrolidin-2-one